BrC1=CC=C(O1)C(=O)O 5-bromo-2-furoic acid